2,3-dihydro-1-oxo-1H-indene-2-carboxylic acid methyl ester COC(=O)C1C(C2=CC=CC=C2C1)=O